N-[8-chloro-6-[1-tetrahydropyran-2-yl-3-(trifluoromethyl)pyrazol-4-yl]-3-isoquinolinyl]-2-cyano-cyclopropanecarboxamide ClC=1C=C(C=C2C=C(N=CC12)NC(=O)C1C(C1)C#N)C=1C(=NN(C1)C1OCCCC1)C(F)(F)F